BrC1=CC(=C(C=C1)N1N=CC(=C1)C=1C=C(CNC(OC(C)(C)C)=O)C=C(C1)F)S(=O)(=O)C tert-Butyl 3-(1-(4-bromo-2-(methylsulfonyl)phenyl)-1H-pyrazol-4-yl)-5-fluorobenzylcarbamate